Methyl 4-[4-benzyloxy-1-(3,4-difluorophenyl)-2-(trifluoromethyl)indol-3-yl]benzoate C(C1=CC=CC=C1)OC1=C2C(=C(N(C2=CC=C1)C1=CC(=C(C=C1)F)F)C(F)(F)F)C1=CC=C(C(=O)OC)C=C1